3,4-dibromotetrahydrothiophene 1,1-dioxide BrC1CS(CC1Br)(=O)=O